6,7-Dimethoxy-4-(1-(pyridin-3-yl)-1H-1,2,3-triazol-5-yl)quinazoline COC=1C=C2C(=NC=NC2=CC1OC)C1=CN=NN1C=1C=NC=CC1